diisobutanol ammonium salt [NH4+].C(C(C)C)O.C(C(C)C)O